C(C1=CC=CC=C1)(C1=CC=CC=C1)(C1=CC=CC=C1)N1C[C@@H]([C@@H](CC1)C)NC (3R,4R)-(1-trityl-4-methyl-piperidine-3-yl)-methylamine